6-chloro-N-[5-(2,2-difluoroethoxy)-4,6-dimethoxy-pyrimidin-2-yl]-7-pyrazin-2-yl-1H-indole-3-sulfonamide ClC1=CC=C2C(=CNC2=C1C1=NC=CN=C1)S(=O)(=O)NC1=NC(=C(C(=N1)OC)OCC(F)F)OC